ethyl-3,4-dichloro-10-(1H-pyrazol-4-yl)-6,7,8,9-tetrahydropyrido[1,2-a]indole-8-carboxylate C(C)OC(=O)C1CC=2N(C3=C(C(=CC=C3C2C=2C=NNC2)Cl)Cl)CC1